(S)-3-(2-(3-(1-(4-methyl-4H-1,2,4-triazol-3-ylsulfanyl)ethyl)phenyl)-2H-1,2,3-triazol-4-yl)benzonitrile CN1C(=NN=C1)S[C@@H](C)C=1C=C(C=CC1)N1N=CC(=N1)C=1C=C(C#N)C=CC1